3-chloro-N-(2-(4-(4-cyclopropylpiperazin-1-yl)piperidin-1-yl)-5-((6-(3-(3,5-difluorophenyl)isoxazolidin-2-yl)pyrimidin-4-yl)amino)-4-methoxyphenyl)propenamide ClC=CC(=O)NC1=C(C=C(C(=C1)NC1=NC=NC(=C1)N1OCCC1C1=CC(=CC(=C1)F)F)OC)N1CCC(CC1)N1CCN(CC1)C1CC1